CC1(COCCN1C1=CC=C(C=C1)N1N=CC2=CC(=C(C(=C12)F)O)F)C 1-(4-(3,3-Dimethylmorpholino)phenyl)-5,7-difluoro-1H-indazol-6-ol